CN(C)C1=CC=C(C=C1)C=CC2=NC3=C(C=CC=C3S2)CCI 2-(p-dimethylaminostyryl)-benzothiazolylethyl iodide